(1-(3,5-difluoro-4-methoxybenzyl)-1H-pyrazol-4-yl)methylamine hydrochloride Cl.FC=1C=C(CN2N=CC(=C2)CN)C=C(C1OC)F